ClC1=CC=C2C(=C(NC2=C1Cl)CCC(=O)OC)C=1C=NN(C1)C1OCCCC1 Methyl 3-(6,7-dichloro-3-(1-(tetrahydro-2H-pyran-2-yl)-1H-pyrazol-4-yl)-1H-indol-2-yl)propanoate